N-[(2S,3R)-2-[(5'-chloro-2,2'-difluoro[1,1'-biphenyl]-3-yl)methyl]-1-(cyclopropanecarbonyl)-4,4-difluoropyrrolidin-3-yl]methanesulfonamide ClC=1C=CC(=C(C1)C1=C(C(=CC=C1)C[C@@H]1N(CC([C@@H]1NS(=O)(=O)C)(F)F)C(=O)C1CC1)F)F